tert-butyl (1S,3R,4S,5R)-5-[(tert-butyldiphenylsilyl)oxy]-3-methyl-2-azabicyclo[2.2.1]heptane-2-carboxylate [Si](C1=CC=CC=C1)(C1=CC=CC=C1)(C(C)(C)C)O[C@H]1[C@@H]2[C@H](N([C@H](C1)C2)C(=O)OC(C)(C)C)C